N=S1(CC(C1)(C)C)=O 1-imino-3,3-dimethyl-1λ6-thietane-1-oxide